1H-Pyrrolo[3,2-b]pyridine (S)-quinuclidin-3-yl-(5-(3-isopropoxyphenyl)-6-methoxy-2,2-dimethyl-2,3-dihydro-1H-inden-1-yl)carbamat N12CC(C(CC1)CC2)N(C(O)=O)[C@H]2C(CC1=CC(=C(C=C21)OC)C2=CC(=CC=C2)OC(C)C)(C)C.N2C=CC1=NC=CC=C12